COC1=CC=C(C=C1)CON=C(C)C=1C=C(OCC(=O)OC)C=CC1 methyl 2-(3-{N-[(4-methoxy phenyl)methoxy]ethanimidoyl}phenoxy)acetate